tert-butyl 3-bromo-2-chloro-4-fluoro-10,11-dihydropyrazino[1',2':1,2]imidazo[4,5-c]quinoline-9(8H)-carboxylate BrC1=C(C=C2C3=C(C=NC2=C1F)N=C1N3CCN(C1)C(=O)OC(C)(C)C)Cl